C(CCC)C1=CC=C(C=C1)C1=CC(=C(C(=O)O)C=C1)C 4-(4-butylphenyl)-2-methylbenzoic acid